1-(((3R)-4-fluoropyrrolidin-3-yl)-6-(benzenesulfonyl)-1,6-dihydroimidazo[4,5-d]pyrrolo[2,3-b]pyridin-2-yl)ethanol FC1[C@@H](CNC1)N1C(=NC=2C1=C1C(=NC2)N(C=C1)S(=O)(=O)C1=CC=CC=C1)C(C)O